CCCCCC=CCC=CCCCCCCCCCCCCCCCCCC=CCC=CCCCCC heptatriaconta-6,9,28,31-tetraen